5-[4-amino-5-(trifluoromethyl)pyrrolo[2,1-f][1,2,4]triazin-7-yl]-N-[(3R,4S)-1-(3,3-difluorocyclobutanecarbonyl)-4-fluoropyrrolidin-3-yl]-2,4-difluorobenzamide NC1=NC=NN2C1=C(C=C2C=2C(=CC(=C(C(=O)N[C@@H]1CN(C[C@@H]1F)C(=O)C1CC(C1)(F)F)C2)F)F)C(F)(F)F